ClC=1C(=C(C#N)C=C(C1)C(F)(F)F)NC 3-chloro-2-(methylamino)-5-(trifluoromethyl)benzonitrile